3-(2-(pyridin-3-yl)ethyl)urea Phenyl-(3-((4-fluorophenyl)ethynyl)-4-nitrophenyl)carbamate C1(=CC=CC=C1)N(C(O)=O)C1=CC(=C(C=C1)[N+](=O)[O-])C#CC1=CC=C(C=C1)F.N1=CC(=CC=C1)CCNC(N)=O